(S)-3-(benzyloxy)-1-(2-(4-(trifluoromethyl)phenyl)-2-hydroxyethyl)-2-methylpyridin-4(1H)-one C(C1=CC=CC=C1)OC1=C(N(C=CC1=O)C[C@@H](O)C1=CC=C(C=C1)C(F)(F)F)C